ClC=1C=C(C=C(C1)CC(C)(C)O)C=1N(N=C2[C@@H](N(CCC21)C(=O)C2=C(C(=CC=C2)OC)Cl)C)C [(7S)-3-[3-chloro-5-(2-hydroxy-2-methyl-propyl)phenyl]-2,7-dimethyl-5,7-dihydro-4H-pyrazolo[3,4-c]pyridin-6-yl]-(2-chloro-3-methoxy-phenyl)methanone